(4-bromo-1-methyl-1H-pyrazol-3-yl)-6-methylpyridine BrC=1C(=NN(C1)C)C1=NC(=CC=C1)C